N1CCC(CCC1)NC(=O)[C@H]1CN(C[C@H](O1)C)C1=C2C=CC=NC2=C(C=C1)C(F)(F)F (2R,6R)-N-(azepan-4-yl)-6-methyl-4-[8-(trifluoromethyl)-5-quinolinyl]morpholine-2-carboxamide